ClC=1C=C(C=CC1)[C@@H]1[C@H](C1)B1OC(C(O1)(C)C)(C)C |o1:7,8| ((1S*,2S*)-2-(3-chlorophenyl)cyclopropyl)-4,4,5,5-tetramethyl-1,3,2-dioxaborolane